O(N(NC(=O)N)S(=O)(=O)C1=CC=CC=C1)N(NC(=O)N)S(=O)(=O)C1=CC=CC=C1 oxy-bis(benzenesulfonyl-semicarbazide)